CC1=C(C(=CC=C1)C)C1=CC(=NC(=N1)NS(=O)(=O)C1=CC(=CC=C1)C=O)OC[C@@H](CC(C)C)NC(OC(C)(C)C)=O tert-Butyl N-[(1R)-1-[[6-(2,6-dimethylphenyl)-2-[(3-formylphenyl)sulfonylamino]pyrimidin-4-yl]oxymethyl]-3-methyl-butyl]carbamate